1,5-bis(4-amino-3,5-dimethoxyphenyl)-2,4-dimethylpentan-1,4-dien-3-one NC1=C(C=C(C=C1OC)C=C(C(C(=CC1=CC(=C(C(=C1)OC)N)OC)C)=O)C)OC